ClC1=NC=C(C(=N1)N([C@@H](C(=O)OC)CCC)C1CCCC1)[N+](=O)[O-] (R)-methyl 2-((2-chloro-5-nitropyrimidin-4-yl) (cyclopentyl)amino)pentanoate